C(C1=CC=CC=C1)OC(=O)NC=1C(N(C=CC1)CC(=O)O)=O 2-(3-(Benzyloxycarbonylamino)-2-oxopyridin-1(2H)-yl)acetic acid